5-(2,4,5-trifluorophenyl)pentanoic acid FC1=C(C=C(C(=C1)F)F)CCCCC(=O)O